6-(Tetrahydro-2H-pyran-4-yl)isoquinoline-3-carbaldehyde O1CCC(CC1)C=1C=C2C=C(N=CC2=CC1)C=O